N1(C=NC=C1)C1N(CCCC1)C(=O)[O-] 1H-imidazol-1-yl-piperidine-1-carboxylate